1-ethynyl-cyclopentylamine hydrochloride Cl.C(#C)C1(CCCC1)N